ClC1=CC=C(C=C1)C1=C(C=CC=C1)CN1C(N(CC1)CC=1C(=C2CN(C(C2=CC1)=O)C1C(NC(CC1)=O)=O)F)=O 3-(5-((3-((4'-chloro-[1,1'-biphenyl]-2-yl)methyl)-2-oxoimidazolidin-1-yl)methyl)-4-Fluoro-1-oxoisoindolin-2-yl)piperidine-2,6-dione